FC1=C(C=C(C=C1F)OCOC)O 2,3-Difluoro-5-(methoxymethoxy)phenol